OC[C@H](CC)NC(OC(C)(C)C)=O (S)-tert-butyl (1-hydroxybutan-2-yl)carbamate